5-Bromo-2-cyanopyridin-3-yl 4,6-di-O-acetyl-3-deoxy-3-[4-(3,5-difluoro-4-methylphenyl)-1H-1,2,3-triazol-1-yl]-2-O-methyl-1-thio-α-D-galactopyranoside C(C)(=O)O[C@@H]1[C@@H]([C@H]([C@@H](SC=2C(=NC=C(C2)Br)C#N)O[C@@H]1COC(C)=O)OC)N1N=NC(=C1)C1=CC(=C(C(=C1)F)C)F